ClC=1C=C(C(=CC1)C1=CC=C(C=C1)S(=O)(=O)CC1CCC(CC1)(C)O)C#N 4-Chloro-4'-((cis-4-hydroxy-4-methylcyclohexyl)methanesulfonyl)-(1,1'-biphenyl)-2-carbonitrile